CC1(COB(OC1)C=1C=NN(C1)C1OCCCC1)C 4-(5,5-dimethyl-1,3,2-dioxaborinan-2-yl)-1-(2-oxanyl)pyrazole